OCCCCOCCCCO 4-(4-hydroxybutoxy)butan-1-ol